4-chloro-6-methoxy-2,8,8-trimethyl-8,9-dihydrofuro[2,3-h]quinazoline ClC1=NC(=NC2=C3C(=C(C=C12)OC)OC(C3)(C)C)C